C(=O)(O)C(C(C(=O)O)(C(=O)O)C(=O)O)(CC)C(=O)O carboxy-butanetetracarboxylic acid